(1R,2E,6S)-6-[(26-{[(4-Acetylphenyl)methyl]carbamoyl}-3,6,9,12,15,18,21,24-octaoxahexacosan-1-yl)carbamoyl]-6-hydroxycyclooct-2-en-1-yl 2,3,4,5,6-pentafluorophenyl carbonate C(O[C@H]1\C=C\CC[C@@](CC1)(O)C(NCCOCCOCCOCCOCCOCCOCCOCCOCCC(NCC1=CC=C(C=C1)C(C)=O)=O)=O)(OC1=C(C(=C(C(=C1F)F)F)F)F)=O